4-mononitro-styrol [N+](=O)([O-])C1=CC=C(C=C)C=C1